BrC1=CC(=C(C(=O)NC(NC2=CC(=CC=C2)I)=O)C=C1)F 4-bromo-2-fluoro-N-((3-iodophenyl)carbamoyl)benzamide